N-[(5S)-5-amino-6-[4-[4-[[3-[4-(difluoromethoxy)phenyl]imidazo[1,2-a]pyrazin-8-yl]amino]-2-methylbenzoyl]piperazin-1-yl]-6-oxohexyl]acetamide N[C@@H](CCCCNC(C)=O)C(=O)N1CCN(CC1)C(C1=C(C=C(C=C1)NC=1C=2N(C=CN1)C(=CN2)C2=CC=C(C=C2)OC(F)F)C)=O